4-cyclopropoxy-N-(2,6-dichlorophenyl)-2-{[1-(2-methoxyethyl)-1H-pyrazol-4-yl]amino}pyrimidine-5-carboxamide C1(CC1)OC1=NC(=NC=C1C(=O)NC1=C(C=CC=C1Cl)Cl)NC=1C=NN(C1)CCOC